(Z)-4-(deca-1,7-dien-4-yloxy)-3-ethoxybenzaldehyde C=CCC(CC\C=C/CC)OC1=C(C=C(C=O)C=C1)OCC